FC=1C=CC(=C2CCCC12)OC1=CC=C(C(=C1C(=O)NC=1C=NC=CC1)C)C(F)(F)F 6-((7-fluoro-2,3-dihydro-1H-inden-4-yl)oxy)-2-methyl-N-(pyridin-3-yl)-3-(trifluoromethyl)benzamide